4-[3-(2-[7-azabicyclo[2.2.1]heptan-7-yl]acetyl)-5-[(1E)-4-methylsulfonylbut-1-en-1-yl]-2,4-dimethyl-1H-pyrrol-1-yl]benzonitrile C12CCC(CC1)N2CC(=O)C2=C(N(C(=C2C)\C=C\CCS(=O)(=O)C)C2=CC=C(C#N)C=C2)C